COCOC1=C(C(=C(C(=O)O)C(=C1)C)C)C 4-methoxymethoxy-2,3,6-trimethylbenzoic acid